(R)-2-(2-methylpyrrolidin-1-yl)ethan-1-amine C[C@H]1N(CCC1)CCN